N1(C=NC=C1)C1=NC=C(C(=C1)O)C1=CN=C(N=N1)OC1CCNCC1 2-(1H-imidazol-1-yl)-5-(3-(piperidin-4-yloxy)-1,2,4-triazin-6-yl)pyridin-4-ol